N1N=CC2=C(C=CC=C12)C=1N=C(C2=C(N1)C=C(S2)/C=C/C(=O)NCCO)N2CCOCC2 (E)-3-(2-(4-indazolyl)-4-morpholinyl-6-thieno[3,2-d]pyrimidinyl)-N-(2-hydroxyethyl)acrylamide